C(CCCCCCC)C1=CC=C(C=C1)OC p-octyl-anisole